C(C)(=O)N1CCC(CC1)(O)C=1C=C2C(N(C=NC2=CC1)CC(=O)N(C)CC1=CC(=C(C=C1)Cl)Cl)=O 2-[6-(1-acetyl-4-hydroxypiperidin-4-yl)-4-oxoquinazolin-3-yl]-N-[(3,4-dichlorophenyl)methyl]-N-methylacetamide